1,3-benzenedicarbonyl dichloride C1(=CC(=CC=C1)C(=O)Cl)C(=O)Cl